FC(C=1C=C(C(=C)C)C=C(C1)C(F)(F)F)(F)F 3,5-bistrifluoromethyl-α-methylstyrene